(1E)-1-ethoxyprop-1-ene C(C)O\C=C\C